O([Si](C)(C)C(C)(C)C)C(CCCCC)[Li] 1-(t-butyldimethylsiloxy)hexyl-lithium